5-((7-((4-(methylsulfonyl)phenyl)amino)-2,6-naphthyridin-1-yl)ethynyl)pyridin-2(1H)-one CS(=O)(=O)C1=CC=C(C=C1)NC1=NC=C2C=CN=C(C2=C1)C#CC=1C=CC(NC1)=O